C(C)(C)(C)OC(=O)CCNCCC[Si](OC)(OC)OC 3-(N-(2-(t-butyloxycarbonyl)ethyl)amino)propyltrimethoxysilane